perfluoro n-propyl-methyl ether C(CC)COF